alpha-keto-δ-guanidinovaleric acid O=C(C(=O)O)CCCNC(=N)N